S1C=C(C=C1)C(C([2H])([2H])NC(OC(C)(C)C)=O)([2H])[2H] tert-butyl (2-(thiophen-3-yl)ethyl-1,1,2,2-d4)carbamate